BrNC1=C(C(=CC=C1)OC)OC bromo-2,3-dimethoxyaniline